OC[C@H]1OC[C@H]([C@H]([C@H]1O)O)C=1C=NNC1 (2R,3R,4R,5R)-2-(hydroxymethyl)-5-(1H-pyrazol-4-yl)tetrahydro-2H-pyran-3,4-diol